FC1=C(C#N)C=CC=C1C1=NC=CC=N1 2-fluoro-3-(pyrimidin-2-yl)benzonitrile